isobutyl 2,5-dichloro-4-(bis(2-isopropylphenyl) phosphino)-3-thiophenesulfonate ClC=1SC(=C(C1S(=O)(=O)OCC(C)C)P(C1=C(C=CC=C1)C(C)C)C1=C(C=CC=C1)C(C)C)Cl